D-glucosyl-5-hydroxy-methylcytosine C1([C@H](O)[C@@H](O)[C@H](O)[C@H](O1)CO)N(C1=NC(NC=C1O)=O)C